S(=O)(=O)(O)OC(C(C)NC)C1=CC=CC=C1 2-methylamino-1-phenylpropan-1-ol sulfate